3-[5-[2-[(4-Aminocyclohexyl)methyl]-2-azaspiro[3.3]heptan-6-yl]-3-methyl-2-oxo-benzimidazol-1-yl]piperidine-2,6-dione NC1CCC(CC1)CN1CC2(C1)CC(C2)C2=CC1=C(N(C(N1C)=O)C1C(NC(CC1)=O)=O)C=C2